[4-(3,3,3-trifluoroprop-1-yn-1-yl)phenyl]methanol FC(C#CC1=CC=C(C=C1)CO)(F)F